BrC=1C=C(C=2N(C1)N=CN2)Br 6,8-dibromo-[1,2,4]triazolo[1,5-a]pyridine